COCOC1=C(C=CC(=C1)C1=NC=NC(=C1)OC)C1=CC=C(N=N1)N1CC(CC1)NC1(CCC1)C 1-{6-[2-(methoxymethoxy)-4-(6-methoxypyrimidin-4-yl)phenyl]pyridazin-3-yl}-N-(1-methylcyclobutyl)pyrrolidin-3-amine